COC1=CC=C(CN(C=2C(=C(C(=CC2)C(F)(F)F)C2CC=3N=C(N=C(C3CO2)N2CCOC[C@](C2)(O)C)S(=O)(=O)C)F)CC2=CC=C(C=C2)OC)C=C1 (6S)-4-(7-(3-(bis(4-methoxybenzyl)amino)-2-fluoro-6-(trifluoromethyl)phenyl)-2-(methylsulfonyl)-7,8-dihydro-5H-pyrano[4,3-d]pyrimidin-4-yl)-6-methyl-1,4-oxazepan-6-ol